NC1=NC=C(C2=C1C(=C(N2C)C2=CC=C(C=C2)NC(C(=C)F)=O)C2=CC(=C(C(=O)NCC(F)(F)F)C=C2)OC)C#CCN2C[C@@H](CC2)O (R)-4-(4-amino-2-(4-(2-fluoroacryloylamino)phenyl)-7-(3-(3-hydroxypyrrolidin-1-yl)prop-1-yn-1-yl)-1-methyl-1H-pyrrolo[3,2-c]pyridin-3-yl)-2-methoxy-N-(2,2,2-trifluoroethyl)benzamide